(±)-2-(7-Methyl-1H-indazol-5-ylmethyl)-1-morpholin-4-yl-4-[4-(2-oxo-1,4-dihydro-2H-quinazolin-3-yl)-piperidin-1-yl]-butane-1,4-dione methyl-2-(methoxy-d3)-4-nitrobenzoate COC(C1=C(C=C(C=C1)[N+](=O)[O-])OC([2H])([2H])[2H])=O.CC=1C=C(C=C2C=NNC12)C[C@@H](C(=O)N1CCOCC1)CC(=O)N1CCC(CC1)N1C(NC2=CC=CC=C2C1)=O |r|